CC(CCNC1=CC=C(C=C1)N)(C)C N-(3,3-dimethylbutyl)benzene-1,4-diamine